stearylamide propyldimethylcetylstearyl-ammonium salt C(CC)[N+](CCCCCCCCCCCCCCCCCCCCCCCCCCCCCCCCCC)(C)C.C(CCCCCCCCCCCCCCCCC)[NH-]